FC1=C(C=CC(=C1)F)C1=NC(=CN2C1=NC(=C(C2=O)F)C)[C@@H]2C[C@@H](OCC2)C=2C=NN(C2)C 9-(2,4-difluorophenyl)-3-fluoro-2-methyl-7-((2R,4S)-2-(1-methyl-1H-pyrazol-4-yl)tetrahydro-2H-pyran-4-yl)-4H-pyrazino[1,2-a]pyrimidin-4-one